1,4-bis(4-amino-alpha,alpha-bis(trifluoromethyl)benzyl)benzene NC1=CC=C(C(C(F)(F)F)(C(F)(F)F)C2=CC=C(C=C2)C(C2=CC=C(C=C2)N)(C(F)(F)F)C(F)(F)F)C=C1